ClC1=C(SC=C1)C chloro-2-methylthiophene